(2,3-epoxypropoxy)methyldimethoxysilane C(C1CO1)OC[SiH](OC)OC